(1R,2S,3R,5S)-5-(2-(2-amino-3-bromoquinolin-7-yl)ethyl)-3-(4-amino-7H-pyrrolo[2,3-d]pyrimidin-7-yl)-1-methylcyclopentane-1,2-diol NC1=NC2=CC(=CC=C2C=C1Br)CC[C@H]1C[C@H]([C@@H]([C@@]1(O)C)O)N1C=CC2=C1N=CN=C2N